tert-butyl 4-[4-[2-[(1R,2S,6R,7S)-3,5-dioxo-4-azatricyclo[5.2.1.02,6]dec-8-en-4-yl]-1,3-benzothiazol-6-yl]phenyl]piperazine-1-carboxylate O=C1[C@H]2[C@H]3C=C[C@@H]([C@H]2C(N1C=1SC2=C(N1)C=CC(=C2)C2=CC=C(C=C2)N2CCN(CC2)C(=O)OC(C)(C)C)=O)C3